8-oxo-N-quinolin-8-ylnonanamide O=C(CCCCCCC(=O)NC=1C=CC=C2C=CC=NC12)C